3-[4-[4-[(7S)-3-carbamoyl-2-(4-phenoxyphenyl)-4,5,6,7-tetrahydropyrazolo[1,5-a]pyrimidin-7-yl]-1-piperidyl]-1-piperidyl]azetidine-1-carboxylate C(N)(=O)C=1C(=NN2C1NCC[C@H]2C2CCN(CC2)C2CCN(CC2)C2CN(C2)C(=O)[O-])C2=CC=C(C=C2)OC2=CC=CC=C2